3,5-di-tert-butyl-4-hydroxy-benzene-propionic acid octadecyl ester C(CCCCCCCCCCCCCCCCC)OC(CCC1=CC(=C(C(=C1)C(C)(C)C)O)C(C)(C)C)=O